[Br-].C[Ti+2]C.[Br-] DimethylTitanium bromide